C(C1=CC=CC=C1)N1C(=NC2=CC=CC=C2C1=O)\C=C\C=1C=NC=CC1 (E)-3-benzyl-2-(2-(pyridin-3-yl)vinyl)quinazolin-4(3H)-ONE